N-(6-triethoxysilyl-hexyl)-[1,3,5]triazine-2,4,6-triamine C(C)O[Si](CCCCCCNC1=NC(=NC(=N1)N)N)(OCC)OCC